C(C)OC(=O)C1=CN=C2N1C=CC(=C2Cl)SC2=NC=C(N=C2)N2CCC1([C@@H]([C@@H](OC1)C)NC(=O)OC(C)(C)C)CC2 7-((5-((3S,4S)-4-((tert-Butoxycarbonyl)amino)-3-methyl-2-oxa-8-azaspiro[4.5]decan-8-yl)pyrazin-2-yl)thio)-8-chloroimidazo[1,2-a]pyridine-3-carboxylic acid ethyl ester